N1=CC=C2N1CCC[C@H]2N (4R)-4H,5H,6H,7H-pyrazolo[1,5-a]pyridin-4-amine